C(C)(C)(C)OC(CN1C(C=2C(=NC=CC2C1)NC=1C=C2C=CN(C2=CC1)C)=O)=O [4-[(1-methylindol-5-yl)amino]-3-oxo-1H-pyrrolo[3,4-c]pyridin-2-yl]acetic acid tert-butyl ester